tris[6-(N,N-Dipropylamino)hexyl]amin C(CC)N(CCC)CCCCCCN(CCCCCCN(CCC)CCC)CCCCCCN(CCC)CCC